C(C)(C)C1=C(C(=O)N)C=CC(=C1)OCC1CCNCC1 isopropyl-4-(piperidin-4-ylmethoxy)benzamide